C1(=CC(=CC=C1)OCCCO)C1=CC=CC=C1 3-([1,1'-biphenyl]-3-yloxy)propan-1-ol